O(O)O.[Co] Cobalt Oxyhydroxide